1-methylene-1,6,7,12b-tetrahydro-4H-[1,3]dioxolo[4,5-g]pyrido[2,1-a]isoquinoline-3-carboxylic acid methyl ester COC(=O)C1=CC(C2N(CCC3=CC4=C(C=C23)OCO4)C1)=C